FC1(CN(CC[C@H]1OC([2H])([2H])[2H])C1=NC=CC(=N1)NC=1N=CC2=C(C=CC(=C2C1)C(C)C)N1CC(C1)CS(=O)(=O)C)F N-{2-[(4R)-3,3-difluoro-4-(2H3)methoxypiperidin-1-yl]pyrimidin-4-yl}-8-[3-(methanesulfonylmeth-yl)azetidin-1-yl]-5-(propan-2-yl)isoquinolin-3-amine